BrC=1C=C(C=CC1Cl)C=1C(=CC=CC1)C1=CC=CC=C1 3-bromo-4-chloroterphenyl